[S-2].[K+].[Sn+4] tin-potassium sulfide